FC1=C2C(NC(=NC2=CC(=C1)OCC(C)C)CSC1CCOCC1)=O 5-fluoro-7-isobutoxy-2-(((tetrahydro-2H-pyran-4-yl)thio)methyl)quinazolin-4(3H)-one